[Li].NC1=NN2C(C=C(C=C2)C=2C(=C(C(=O)O)C(=CC2)C)Cl)=N1 3-(2-amino-[1,2,4]triazolo[1,5-a]pyridin-7-yl)-2-chloro-6-methylbenzoic acid lithium